iminoindoline N=C1NC2=CC=CC=C2C1